(3E)-1-bromo-11,11-diethoxy-3-undecene BrCC\C=C\CCCCCCC(OCC)OCC